Methyl (5-(2-amino-3-cyclopropyl-2-methylpropoxy)-6-(difluoromethyl)-[2,4'-bipyridin]-2'-yl)carbamate NC(COC=1C=CC(=NC1C(F)F)C1=CC(=NC=C1)NC(OC)=O)(CC1CC1)C